(3-aminotetrahydrofuran-3-yl)(4-(3-(2-methoxypyridin-3-yl)pyrazolo[1,5-a]pyrimidin-5-yl)piperazin-1-yl)methanone NC1(COCC1)C(=O)N1CCN(CC1)C1=NC=2N(C=C1)N=CC2C=2C(=NC=CC2)OC